C(CC1=CC=CC=C1)N(S(=O)(=O)C1=CC2=C(SC=C2)C=C1)C1=C(C=CC=C1)N1CCNCC1 5-(N-phenethyl-N-(2-(piperazin-1-yl)phenyl)sulfamoyl)benzo[b]thiophene